FC(COCCCCCCNCC(O)C1=C2C=CC(NC2=C(C=C1)O)=O)(C1=CC=CC=C1)F 5-(2-{[6-(2,2-difluoro-2-phenylethoxy)hexyl]amino}-1-hydroxyethyl)-8-hydroxyquinolin-2(1H)-one